tert-butyl (R)-4-((R)-1-((4-(N,N-diethylsulfamoyl)phenyl)sulfonyl) piperidine-3-carbonyl)-3-methylpiperazine-1-carboxylate C(C)N(S(=O)(=O)C1=CC=C(C=C1)S(=O)(=O)N1C[C@@H](CCC1)C(=O)N1[C@@H](CN(CC1)C(=O)OC(C)(C)C)C)CC